CC1CC(CC1)C(=O)NC=1SC2=C(N1)C=CC(=C2)OC(F)(F)F 3-methyl-N-[6-(trifluoromethoxy)-1,3-benzothiazol-2-yl]cyclopentane-1-carboxamide